CC=1C(=NC(=CC1SC)C(C)C)N methyl-6-isopropyl-4-(methylthio)pyridin-2-amine